C(CCCCCCCCCCCCCC=CCCCCCCCC)(=O)OCCCCCCCCCCCCCCCCCCCCCCCC(=O)O 24-(tetracos-15-enoyloxy)-tetracosanoic acid